FC=1C=C(C=CC1N1CCN(CC1)C)NC=1N=C(C2=C(N1)NC=C2C(C2=CC=C(C=C2)F)=O)NC2CCC(CC2)NC(C(C)C)=O N-((1r,4r)-4-((2-((3-fluoro-4-(4-methylpiperazin-1-yl)phenyl)amino)-5-(4-fluorobenzoyl)-7H-pyrrolo[2,3-d]pyrimidin-4-yl)amino)cyclohexyl)isobutyramide